(2R,3S,4S,5S)-4-(aminomethyl)-3-(2-chlorophenyl)-4-(5-chloro-2-fluorophenyl)-5-neopentylpyrrolidine-2-carboxylic acid tert-butyl ester C(C)(C)(C)OC(=O)[C@@H]1N[C@H]([C@@]([C@H]1C1=C(C=CC=C1)Cl)(C1=C(C=CC(=C1)Cl)F)CN)CC(C)(C)C